azobis(dimethyl isobutyrate) N(=NC(C(=O)[O-])(C(C)C)C)C(C(=O)[O-])(C(C)C)C